CN1CCN(CC1)C1=NC=CC(=C1)NC=1C=C2C(=NC1)NC=C2C2=CC=1C(=CN=CC1)S2 N-(2-(4-methylpiperazin-1-yl)pyridin-4-yl)-3-(thieno[2,3-c]pyridin-2-yl)-1H-pyrrolo[2,3-b]pyridin-5-amine